CN(S(=O)(=O)C)CCN1N=CC(=C1)C=1N=C(C=2N(C1)N=CC2)C=2C=NN(C2)C(CC)CC N-methyl-N-(2-(4-(4-(1-(pent-3-yl)-1H-pyrazol-4-yl)pyrazolo[1,5-a]pyrazin-6-yl)-1H-pyrazol-1-yl)ethyl)methanesulfonamide